FC(C=1C(=C(C=CC1)[C@@H](C)NC=1C2=C(N=C(N1)C)N=CC(=C2)O)F)F (R)-4-((1-(3-(difluoromethyl)-2-fluorophenyl)ethyl)amino)-2-methylpyridino[2,3-d]pyrimid-6-ol